CC1=C(C2=CC=CC=C2C(=C1)[N+](=O)[O-])N 2-Methyl-4-nitronaphthalen-1-amine